Indole trifluoroacetate FC(C(=O)O)(F)F.N1C=CC2=CC=CC=C12